2-(di-n-octylmethylsilyl)ethyltrichlorosilane C(CCCCCCC)[Si](CC[Si](Cl)(Cl)Cl)(C)CCCCCCCC